1,3,4-tri-O-caffeoylquinic acid C1[C@H]([C@H]([C@@H](C[C@@]1(C(=O)O)OC(=O)/C=C/C2=CC(=C(C=C2)O)O)OC(=O)/C=C/C3=CC(=C(C=C3)O)O)OC(=O)/C=C/C4=CC(=C(C=C4)O)O)O